Ethyl 4-amino-2-(3-(pyridin-2-yl)-3,8-diazabicyclo[3.2.1]octan-8-yl)pyrimidine-5-carboxylate NC1=NC(=NC=C1C(=O)OCC)N1C2CN(CC1CC2)C2=NC=CC=C2